2-(3,5-dichloro-4-(2-fluoro-3-(1-(4-fluorophenyl)vinyl)-4-hydroxybenzyl)phenyl)acetic acid methyl ester COC(CC1=CC(=C(C(=C1)Cl)CC1=C(C(=C(C=C1)O)C(=C)C1=CC=C(C=C1)F)F)Cl)=O